3-Hydroxystigmast-5-en-7-one OC1CC2=CC([C@H]3[C@@H]4CC[C@H]([C@@H](CC[C@@H](CC)C(C)C)C)[C@]4(CC[C@@H]3[C@]2(CC1)C)C)=O